[Si](C)(C)(C(C)(C)C)OC1CCC(CC1)COC1=NN=C(S1)C1=NC(=CC(=C1C(=O)N)C1=CC(=NC=C1OC)Cl)COC1CC1 (5-(((1r,4r)-4-((tert-butyldimethylsilyl)oxy)cyclohexyl)methoxy)-1,3,4-thiadiazol-2-yl)-2'-chloro-6-(cyclopropoxymethyl)-5'-methoxy-(4,4'-bipyridine)-3-carboxamide